1-(5-(aminomethyl)thiophen-2-yl)-2-((7-cyclopropyl-2-(trifluoromethyl)pyrazolo[1,5-a][1,3,5]triazin-4-yl)thio)ethan-1-one hydrochloride Cl.NCC1=CC=C(S1)C(CSC1=NC(=NC=2N1N=C(C2)C2CC2)C(F)(F)F)=O